(4aS,7aR)-1-methyloctahydro-4aH-cyclopenta[b]pyridin CN1[C@H]2[C@H](CCC1)CCC2